C1CC(CCC1)[Te]C1CCCCC1 3-cyclohexyltelluride